P(=O)(O)(O)OC1=CC=C(C[C@@H](N)C(=O)O)C=C1 O-Phospho-D-Tyrosine